benzyl (1S,2S,6R)-5-benzyloxyamino-3-azabicyclo[4.1.0]heptane-2-carboxylate C(C1=CC=CC=C1)ONC1CN[C@@H]([C@H]2C[C@@H]12)C(=O)OCC1=CC=CC=C1